(2,4-dichloro-5-nitrophenyl)-4-difluoromethyl-5-methyl-2,4-dihydro-[1,2,4]triazole-3-one ClC1=C(C=C(C(=C1)Cl)[N+](=O)[O-])N1N=C(N(C1=O)C(F)F)C